C(#N)CN1N=C2C(N(C(C=C2N2C[C@H](N(C[C@@H]2CC)C(C)C2=C(C=C(C=C2)C(C#N)(C)C)F)CC)=O)C)=C1 2-(4-(1-((2R,5S)-4-(2-(cyanomethyl)-4-methyl-5-oxo-4,5-dihydro-2H-pyrazolo[4,3-b]pyridin-7-yl)-2,5-diethylpiperazin-1-yl)ethyl)-3-fluorophenyl)-2-methylpropanenitrile